6-[4-(Aminomethyl)phenyl]-N-[(6-amino-2-pyridyl)sulfonyl]-2-(2,4,6-trimethylphenoxy)pyridin-3-carboxamid NCC1=CC=C(C=C1)C1=CC=C(C(=N1)OC1=C(C=C(C=C1C)C)C)C(=O)NS(=O)(=O)C1=NC(=CC=C1)N